1,15-dibenzyl 1-(tert-butyl) pentadecane-1,1,15-tricarboxylate C(CCCCCCCCCCCCCCC(=O)OCC1=CC=CC=C1)(C(=O)OCC1=CC=CC=C1)C(=O)OC(C)(C)C